BrC=1C=CC(=NC1)N(C1=CC=C(C=C1)Br)C1=CC=C(C=C1)Br 5-bromo-N,N-bis(4'-bromophenyl)-2-pyridinamine